COC(=O)C1=CC=C(C=C1)C1=NN(C(=C1)C)C1CC2(CN(C2)C(=O)OC(C)(C)C)C1 tert-butyl 6-(3-(4-(methoxycarbonyl) phenyl)-5-methyl-1H-pyrazol-1-yl)-2-azaspiro[3.3]Heptane-2-carboxylate